CN1CC(C1)(C)[C@@](C=1C=C(C=NC1)C#CC(C)(O)C1=C(C=CC=C1)OC)(C1=CC=C(C=C1)C(C)C)O 4-{5-[(R)-(1,3-Dimethyl-azetidin-3-yl)-hydroxy-(4-isopropyl-phenyl)-methyl]-pyridin-3-yl}-2-(2-methoxy-phenyl)-but-3-yn-2-ol